(3-((Benzyloxy)methyl)-4-ethyl-5-oxo-4,5-dihydro-1H-1,2,4-triazol-1-yl)-4-(prop-1-en-2-yl)-2-(2-(trifluoromethyl)phenyl)isoquinolin-1(2H)-one C(C1=CC=CC=C1)OCC1=NN(C(N1CC)=O)C=1N(C(C2=CC=CC=C2C1C(=C)C)=O)C1=C(C=CC=C1)C(F)(F)F